NCCCO[Si](OC)(OC)CCCN (2-aminoethyl)-aminopropyl-trimethoxysilane